7-((2-fluoro-3-hydroxyphenyl)(morpholino)methyl)quinolin-8-ol FC1=C(C=CC=C1O)C(C1=CC=C2C=CC=NC2=C1O)N1CCOCC1